BrC1=C(C=C(C(=C1)F)F)CC(=O)C1C(OC(OC1=O)(C)C)=O (2-(2-bromo-4,5-difluorophenyl)acetyl)-2,2-dimethyl-1,3-dioxane-4,6-dione